C(#N)C=1C=C(C=CC1)C1=CC=C2C(C(COC2=C1)(C)C)NC(O[C@@H]1CN2CCC1CC2)=O (S)-quinuclidin-3-yl (7-(3-cyanophenyl)-3,3-dimethylchroman-4-yl)carbamate